O=C1NC(CCC1C1=C(C=C(C=C1F)N1CC(C1)N(C([O-])=O)[C@H](C)C1=CC=CC=C1)F)=O 1-(4-(2,6-dioxopiperidin-3-yl)-3,5-difluorophenyl)azetidin-3-yl((R)-1-phenylethyl)carbamate